N'-[3-(aminomethyl)-3,5,5-trimethylcyclohexyl]dodecane-1,12-diamine NCC1(CC(CC(C1)(C)C)NCCCCCCCCCCCCN)C